N[C@H](COC1=C(C=C(C=C1)C1=CC(=NC=C1)NC(C)=O)Cl)CC(C)C (S)-N-(4-(4-((2-amino-4-methylpentyl)oxy)-3-chlorophenyl)pyridin-2-yl)acetamide